O=C1[NH+](SC2=C1C=CC=C2)[O-] 3-oxo-3H-1,2-benzothiazole-2-oxide